C(C)(C)(C)[C@@H]1CC=2C=C3C(=NC2CC1)SC(=C3)C(=O)NC(CCN3CCCCC3)C3=CC=CC=C3 (6S)-6-tert-butyl-N-(1-phenyl-3-piperidin-1-ylpropyl)-5,6,7,8-tetrahydrothieno[2,3-b]quinoline-2-carboxamide